3-(5-(3-hydroxyazetidin-1-yl)-1-oxoisoindolin-2-yl)piperidine-2,6-dione OC1CN(C1)C=1C=C2CN(C(C2=CC1)=O)C1C(NC(CC1)=O)=O